3-(3-amino-6-imino-5-sulfo-4-sulfonatoxanthen-9-yl)-4-carboxybenzoate NC=1C=CC=2C(=C3C=CC(C(=C3OC2C1S(=O)(=O)[O-])S(=O)(=O)O)=N)C=1C=C(C(=O)[O-])C=CC1C(=O)O